C(CCC)[N+]1(CCCC1)S(=O)(=O)CC N-butyl-N-(2-ethylsulfonyl)pyrrolidinium